1-Bromo-4-((1r,4r)-4-methylcyclohexyl)benzene BrC1=CC=C(C=C1)C1CCC(CC1)C